[2-(2-imidazolin-2-yl)propane] dihydrochloride Cl.Cl.N1C(=NCC1)C(C)C